tert-butyl 2-[3-[(3-iodo-1-tetrahydropyran-2-yl-indazol-5-yl)-(2-nitrophenyl)sulfonyl-amino]propoxy]acetate IC1=NN(C2=CC=C(C=C12)N(CCCOCC(=O)OC(C)(C)C)S(=O)(=O)C1=C(C=CC=C1)[N+](=O)[O-])C1OCCCC1